(S)-N1-methyl-5-(3-methylbenzofuran-2-carboxamido)-2-oxo-N6-(2-oxo-1-(2-oxo-2-((1R,2S,4R)-1,7,7-trimethylbicyclo[2.2.1]heptan-2-ylamino)ethyl)-1,2-dihydropyridin-3-yl)hexanediamide CNC(C(CC[C@@H](C(=O)NC=1C(N(C=CC1)CC(N[C@@H]1[C@@]2(CC[C@H](C1)C2(C)C)C)=O)=O)NC(=O)C=2OC1=C(C2C)C=CC=C1)=O)=O